1-benzyl 29-methyl (S)-12-(4-((tert-butoxycarbonyl)amino)butyl)-11,14-dioxo-4,7,17,20,23,26-hexaoxa-10,13-diazanonacosanedioate C(C)(C)(C)OC(=O)NCCCC[C@@H](C(NCCOCCOCCC(=O)OCC1=CC=CC=C1)=O)NC(CCOCCOCCOCCOCCC(=O)OC)=O